N-oleyl-homovanillamide tert-Butyl-(1-(3-fluoro-6-(hydroxymethyl)pyridin-2-yl)azetidin-3-yl)carbamate C(C)(C)(C)N(C(O)=O)C1CN(C1)C1=NC(=CC=C1F)CO.C(CCCCCCC\C=C/CCCCCCCC)NC(CC1=CC(OC)=C(O)C=C1)=O